5-Chloro-1-methyl-3-(pyridin-2-yl)-1H-pyrazole-4-carbaldehyde ClC1=C(C(=NN1C)C1=NC=CC=C1)C=O